FC(CCCCCCC1OC(OC1)=O)(C(C(C(F)(F)F)(F)F)(F)F)F 4-(7,7,8,8,9,9,10,10,10-nonafluorodecyl)-1,3-dioxolan-2-one